C(C)(C)(C)[Si](OC[C@H]1NC([C@@H](N(C2=C(C1)C=C(C(=C2)OS(=O)(=O)C(F)(F)F)OCCN2C(C1=CC=CC=C1C2=O)=O)C)C(C)C)=O)(C2=CC=CC=C2)C2=CC=CC=C2 2-{2-[(2S,5S)-5-{[tert-butylbis(phenyl)siloxy]methyl}-2-isopropyl-1-methyl-3-oxo-9-(trifluoromesyloxy)-1,2,3,4,5,6-hexahydro-1,4-benzodiazocin-8-yloxy]ethyl}-1,3-isoindolinedione